CC(C[C@@H](C(=O)N1C[C@@]2(CC1C(=O)N)C(NC=1N2N=CC1)=O)N(C([C@H](C)NC(C(F)(F)F)=O)=O)C)C (S)-1'-[(2S)-4-methyl-2-[(2S)-N-methyl-2-(2,2,2-trifluoroacetamido)propanamido]pentanoyl]-2-oxo-1H-spiro[pyrazolo[1,5-a]imidazole-3,3'-pyrrolidine]-5'-carboxamide